N1CC(CC1)CS(=O)(=O)OC(=O)OC(C)(C)C 1-(tert-butoxycarbonyl) pyrrolidin-3-ylmethanesulfonate